(4S)-2-{[(2S)-1,4-dioxan-2-yl]methyl}-4-methyl-N-[(1,3-oxazol-2-yl)methyl]-8-(trifluoromethyl)-4,5-dihydro-2H-furo[2,3-g]indazole-7-carboxamide O1[C@H](COCC1)CN1N=C2C3=C(C[C@@H](C2=C1)C)OC(=C3C(F)(F)F)C(=O)NCC=3OC=CN3